N1=C(C=CC=C1)CCS pyridineethanethiol